N-[(1S,2S)-2-(trifluoromethyl)cyclopropyl]-4-{(S)-1,7-diaza-7-spiro[4.4]nonyl}-5-(3,5-difluorophenyl)nicotinamide FC([C@@H]1[C@H](C1)NC(C1=CN=CC(=C1N1C[C@]2(CCCN2)CC1)C1=CC(=CC(=C1)F)F)=O)(F)F